NC1=CC=C(C=N1)CN(CCCNC1=CC(=NC2=CC=CC=C12)C1=CC=C(C=C1)OC)C N1-((6-Aminopyridin-3-yl)methyl)-N3-(2-(4-methoxyphenyl)-quinolin-4-yl)-N1-methylpropane-1,3-diamine